3-[4-[3-[Tert-butyl(dimethyl)silyl]oxyazetidin-1-yl]-3-methyl-2-oxo-benzimidazol-1-yl]piperidine-2,6-dione [Si](C)(C)(C(C)(C)C)OC1CN(C1)C1=CC=CC=2N(C(N(C21)C)=O)C2C(NC(CC2)=O)=O